water copper acetate C(C)(=O)[O-].[Cu+2].O.C(C)(=O)[O-]